ClC1(CCC(CC1)P(C1CCCCC1)C1CCCCC1)Cl.[Ru+2] ruthenium (II) dichloro(tricyclohexylphosphine)